5-(8-((1S,2R)-[1,1'-bi(cyclopropan)]-2-yl)imidazo[1,2-b]pyridazin-6-yl)pyrimidine-2,4(1H,3H)-dione [C@@H]1([C@@H](C1)C=1C=2N(N=C(C1)C=1C(NC(NC1)=O)=O)C=CN2)C2CC2